C(C)(=O)C1=C(C=C(C=C1)Cl)C1=CC(N(C=C1OC)C(C(=O)NC=1C=C2C(=NC1)C=CN2)CC2=CC=CC=C2)=O 2-(4-(2-acetyl-5-chlorophenyl)-5-methoxy-2-oxopyridin-1(2H)-yl)-3-phenyl-N-(1H-pyrrolo[3,2-b]pyridin-6-yl)propionamide